C[C@H]1[C@@H]([C@H]([C@H]([C@@H](O1)O[C@@H]2[C@H]([C@@H]([C@H](O[C@H]2OC3=C(C(=C4C(=C3)C(=O)C5=C(C4=O)C=CC(=C5)O)O)C)CO)O)OC(=O)C)O)O)O The molecule is a disaccharide derivative that is 1,3,6-trihydroxy-2-methyl-9,10-anthraquinone attached to a (3'-O-acetyl)-alpha-L-rhamnopyranosyl-(1->2)-beta-D-glucopyranosyl residue at position 3 via a glycosidic linkage. It has been isolated from the roots of Rubia yunnanensis. It has a role as a plant metabolite. It is a dihydroxyanthraquinone, a disaccharide derivative and an acetate ester. It derives from a 1,3,6-trihydroxy-2-methyl-9,10-anthraquinone.